(trifluoromethyl)-1H-pyrazolo[4,3-d]Pyrimidine FC(F)(F)N1N=CC=2N=CN=CC21